CNC(C(Cl)Cl)=O N-Methyl-dichloroacetamide